methyl 4-(azetidin-3-yl)-2-cyclopropylbenzoate N1CC(C1)C1=CC(=C(C(=O)OC)C=C1)C1CC1